1-hydroxy-4-propyl-6-(2,4,4-trimethylpentyl)-pyridin-2-one ON1C(C=C(C=C1CC(CC(C)(C)C)C)CCC)=O